(3S,4S)-1-(tert-butoxycarbonyl)-4-fluoropyrrolidine C(C)(C)(C)OC(=O)N1CC[C@@H](C1)F